3-chloro-5-(2,6-difluorophenyl)-9-(6-fluoro-2-azaspiro[3.3]heptan-2-yl)-6H-pyrazolo[1,5-a][1,3,5]benzotriazepine ClC=1C=NN2C1N=C(NC1=C2C=C(C=C1)N1CC2(C1)CC(C2)F)C2=C(C=CC=C2F)F